Cl.NCC1=CC=C(S1)S(=O)(=O)C=1C=C(C(=O)NCCS(=O)(=O)C2=CC=C(C=C2)OC)C=CC1 3-((5-(Aminomethyl)thiophen-2-yl)sulfonyl)-N-(2-((4-methoxyphenyl)sulfonyl)-ethyl)benzamide hydrochloride